N1=C(C=CC=C1)C1=CC(=NO1)CC=1OC=C(N1)C(=O)OCC ethyl 2-((5-(pyridin-2-yl)isoxazol-3-yl)methyl)oxazole-4-carboxylate